CN1C(=NC=2CN(CCC21)C2CCN(CC2)C)C(=O)N 1-methyl-5-(1-methylpiperidin-4-yl)-4,5,6,7-tetrahydro-1H-imidazo[4,5-c]pyridine-2-carboxamide